BrC=1C=C(C(=NC1)C(C)C)OC 5-bromo-2-isopropyl-3-methoxypyridine